(R or S)-4-((6-(2-hydroxy-6-methyl-4-(trifluoromethyl)phenyl)-3-methyl-2H-pyrazolo[3,4-b]pyridin-2-yl)methyl)-1-methylpyrrolidin-2-one OC1=C(C(=CC(=C1)C(F)(F)F)C)C=1C=CC=2C(N1)=NN(C2C)C[C@@H]2CC(N(C2)C)=O |o1:23|